C1CN(CCN1)CC2=CC=CC=C2 BENZYLPIPERAZINE